tert-butyl N-[(4-amino-5-fluoro-2-pyridyl)methyl]-N-methyl-carbamate NC1=CC(=NC=C1F)CN(C(OC(C)(C)C)=O)C